(S)-6-(4-fluorophenyl)-3-(1-hydroxy-prop-2-yl)-8-(piperidin-1-yl)pyrido[3,4-d]pyrimidin-4(3H)-one FC1=CC=C(C=C1)C1=CC2=C(N=CN(C2=O)[C@H](CO)C)C(=N1)N1CCCCC1